C1(=CC=C(C=C1)N(C1=CC2=C(C3=C(O2)C=C2C4=CC=5OC6=C(C5C=C4C(C2=C3)(C)C)C=CC(=C6)N(C6=CC=C(C=C6)C(C)(C)C)C6=CC=C(C=C6)C6=CC=CC=C6)C=C1)C1=CC=C(C=C1)C(C)(C)C)C1=CC=CC=C1 N,N'-bis(biphenyl-4-yl)-N,N'-bis(4-tert-butylphenyl)-14,14-dimethyl-14H-dibenzo[d,d']Fluoreno[3,2-b:6,7-b']Difuran-3,10-diamine